8-(5-{7-[(2R)-2-(Hydroxymethyl)pyrrolidin-1-yl]-6,7,8,9-tetrahydro-5H-benzo[7]annulen-2-yl}-1H-pyrazolo[3,4-b]pyridin-3-yl)-2,3,4,5-tetrahydro-1,4-benzoxazepin-5-one OC[C@@H]1N(CCC1)C1CCC2=C(CC1)C=C(C=C2)C=2C=C1C(=NC2)NN=C1C1=CC2=C(C(NCCO2)=O)C=C1